C(=O)(OC(C)(C)C)N1CCN(CC1)C(C(=O)O)C1=C(C=CC=C1)F 2-(4-Boc-piperazino)-2-(2-fluorophenyl)acetic acid